(4E)-2-amino-3-cyanobenzo[b]oxocin-6-one NC1=C(/C=C/C(C2=C(O1)C=CC=C2)=O)C#N